S(=O)(=O)=NCC1(OB(OC1(C)C)C1=CC=CC=C1)C sulfonylaminophenyl-boronic acid pinacol ester